CC(CCC[O-])(CCC[O-])C(C)(C)C 4-methyl-4-(1,1-dimethyl-ethyl)-1,7-heptanediolAt